O=C1CC(C1)C(=O)OC(C)(C)C tert-butyl 3-oxo-cyclobutanecarboxylate